CNC(O[C@@H]1CC[C@H](CC1)C(N(C1=CC(=CC=C1)C=1C=NN(C1)C1CC1)C[C@@H]1CC[C@H](CC1)C1=CC(=C(C=C1)OC)C#N)=O)=O trans-4-(((trans-4-(3-Cyano-4-methoxyphenyl) cyclohexyl)methyl)(3-(1-cyclopropyl-1H-pyrazol-4-yl)phenyl)carbamoyl)cyclohexyl methylcarbamate